5-(1H-imidazol-1-yl)-[1,1'-biphenyl]-3-carboxamide N1(C=NC=C1)C=1C=C(C=C(C1)C1=CC=CC=C1)C(=O)N